2-(3-(6-bromopyrazin-2-yl)imidazo[1,2-a]pyrazin-6-yl)-1,1,1-trifluoropropan-2-ol BrC1=CN=CC(=N1)C1=CN=C2N1C=C(N=C2)C(C(F)(F)F)(C)O